N-[(4R)-3,4-dihydro-2H-1-benzopyran-4-yl]-2-methyl-6-(3-methyl-1-benzofuran-5-yl)pyrimidin O1CC[C@H](C2=C1C=CC=C2)N2C(N=CC=C2C=2C=CC1=C(C(=CO1)C)C2)C